CC=1C(NC(=CC1C)CCC)=O 3,4-Dimethyl-2-oxo-6-propylpyridin